C(C)C1C2(CC1)OC1=C(O2)C(=CC(=C1F)C(=O)O)Br.C(C1=CC=CC=C1)C(N(CC1COC2=CC=CC=C2C1)C([C@@H](N(C)C(=O)OC(C)(C)C)CC(C)C)=O)C(=O)O benzyl-N-(N-(tert-butoxycarbonyl)-N-methyl-L-leucyl)-N-((chroman-3-yl)methyl)glycine ethyl-7-bromo-4-fluorospiro[benzo[d][1,3]dioxole-2,1'-cyclobutane]-5-carboxylate